4-amino-3-((2-(methylsulfonyl)ethyl)amino)benzoic acid methyl ester COC(C1=CC(=C(C=C1)N)NCCS(=O)(=O)C)=O